CC=1C=C(C=CC1CNC1=C2C(=NC=N1)N(N=C2)C)S(=O)(=O)N 3-methyl-4-(((1-methyl-1H-pyrazolo[3,4-d]pyrimidin-4-yl)amino)methyl)benzenesulfonamide